N1(N=CC=C1)C1=NNC(=C1)C(=O)N 1'H-[1,3'-bipyrazole]-5'-carboxamide